ClC1=CC=2C=3C=CC(=CC3N(C(N(C2N=C1)C)=O)C1=C(C=C(C=C1F)NCCNCCO)F)C#N 4-chloro-10-[2,6-difluoro-4-({2-[(2-hydroxyethyl)amino]ethyl}amino)phenyl]-8-methyl-9-oxo-6,8,10-triazatricyclo[9.4.0.02,7]pentadeca-1(11),2(7),3,5,12,14-hexaene-13-carbonitrile